4-methyl-2-(4-(trifluoromethyl)phenyl)quinoline-7-carboxylic acid CC1=CC(=NC2=CC(=CC=C12)C(=O)O)C1=CC=C(C=C1)C(F)(F)F